Ethyl 7-((3-chloro-6-methyl-5,5-dioxido-6,11-dihydrodibenzo[c,f][1,2]thiazepin-11-yl)amino)heptanoate ClC1=CC2=C(C(C3=C(N(S2(=O)=O)C)C=CC=C3)NCCCCCCC(=O)OCC)C=C1